FC1=CC(=CC=2N(C(=NC21)C)C(C)C)C=2C=CN1N=C(N=CC12)N[C@@H]1C[C@@H](C1)NC cis-N1-(5-(4-fluoro-1-isopropyl-2-methyl-1H-benzo[d]imidazol-6-yl)pyrrolo[2,1-f][1,2,4]triazin-2-yl)-N3-methylcyclobutane-1,3-diamine